BrC=1C=C2N(N=CC(=C2NC2CCCCCC2)C(=NC2=C(C=C(C=C2)O[Si](C)(C)C(C)(C)C)CC)N)C1 6-bromo-N'-(4-(tert-butyl(dimethyl)silyl)oxy-2-ethyl-phenyl)-4-(cycloheptylamino)pyrrolo[1,2-b]pyridazine-3-carboxamidine